N-(2-methyl-3-(trifluoromethyl)phenyl)-8-oxatricyclo[3.2.1.02,4]octane-2-carboxamide CC1=C(C=CC=C1C(F)(F)F)NC(=O)C12C3CCC(C2C1)O3